bis(4-hydroxyphenyl)-phenylphosphine oxide OC1=CC=C(C=C1)P(C1=CC=CC=C1)(C1=CC=C(C=C1)O)=O